C(CCCCCCC)(=O)OCCOCCOCCOCCOC(CCCCCCC)=O tetraethylene glycol dicaprylate